(2R,3R,4S,5R,6R)-2-(hydroxymethyl)-4-(4-(3,4,5-trifluorophenyl)-1H-1,2,3-triazole-1-yl)-1-oxa-8-azaspiro[5.5]undecane-3,5-diol OC[C@H]1O[C@@]2([C@@H]([C@H]([C@H]1O)N1N=NC(=C1)C1=CC(=C(C(=C1)F)F)F)O)CNCCC2